C(C(C)(C)C)(=O)OC1=CC=C(C=C1)S(=O)(=O)NC1=C(C(=O)O)C=CC=C1 2-((4-(pivaloyloxy)phenyl)sulfonamido)benzoic acid